(R)-1-(3-(pentafluoro-λ6-sulfanyl)phenyl)ethan-1-amine hydrochloride Cl.FS(C=1C=C(C=CC1)[C@@H](C)N)(F)(F)(F)F